4-cyano-4-[(dodecylthiocarbonyl)thio]pentanol C(#N)C(CCCO)(C)SC(=S)CCCCCCCCCCCC